tert-butyl N-tert-butoxycarbonyl-N-[6-[(8-chloro-1,5-dioxo-spiro[2H-imidazo[1,5-a]pyridine-3,1'-cyclohexane]-6-yl)amino]-5-isopropyl-pyrimidin-4-yl]carbamate C(C)(C)(C)OC(=O)N(C(OC(C)(C)C)=O)C1=NC=NC(=C1C(C)C)NC1=CC(=C2N(C1=O)C1(CCCCC1)NC2=O)Cl